C(#N)CNCCN1C(N(CC1)CCN(CC#N)CC#N)=O 2,2'-((2-(3-(2-((cyanomethyl)amino)ethyl)-2-oxoimidazolidin-1-yl)ethyl)azanediyl)diacetonitrile